COC=1C(=CC2=C([C@@H]3CC4=C(CN3CC2)C(=C(C=C4)CO)OC)C1)OC (S)-2,3,9-trimethoxy-10-hydroxymethyl-6,8,13,13a-tetrahydro-5H-dibenzo[a,g]quinolizine